C(C)(=O)C=1C(=NC(=CC1)N1C=NC2=C1C=CC(=C2)NC=2C(N(C=CC2)C)=O)N2N=C(C=C2C)C#N 1-[3-acetyl-6-[5-[(2-keto-1-methyl-3-pyridyl)amino]benzimidazol-1-yl]-2-pyridyl]-5-methyl-pyrazole-3-carbonitrile